C(C)OC1=C(C=C(N=N1)C=1C=C(C=CC1C)NC(=O)C=1C=C2CNCC2=CC1)C1CCOCC1 N-[3-[6-ethoxy-5-(tetrahydro-2H-pyran-4-yl)-3-pyridazinyl]-4-methylphenyl]-2,3-dihydro-1H-isoindole-5-carboxamide